OC(O)[SiH2]CCCN1C(NCC1)=O 1-[3-(Dihydroxymethylsilyl)propyl]-2-imidazolidinone